[3,3'-Biazetidine]-1-carboxylic acid tert-butyl ester C(C)(C)(C)OC(=O)N1CC(C1)C1CNC1